N-[6-(chloromethyl)-1-methyl-1H-1,3-benzodiazol-2-yl]-5-fluoro-1,3-benzoxazol-2-amine ClCC=1C=CC2=C(N(C(=N2)NC=2OC3=C(N2)C=C(C=C3)F)C)C1